CC(CC=C)C 4-METHYL-1-PENTENE